C1(CC1)C(=O)NC1=NC=C(C(=O)NC)C(=C1)NC1=CSC2=C1C(N(CC2)CC)=O 6-(Cyclopropanecarboxamido)-4-((5-ethyl-4-oxo-4,5,6,7-tetrahydrothieno[3,2-c]pyridin-3-yl)amino)-N-methyl-nicotinamide